C1(=CC=CC=C1)C1=NC2=CC=C(C=C2C=C1C1=CC=CC=C1)NC(=O)N1CCN(CC1)C N-(2,3-diphenylquinolin-6-yl)-4-methylpiperazine-1-carboxamide